[Si](C1=CC=CC=C1)(C1=CC=CC=C1)(C(C)(C)C)OCC1CC1 1-(((tert-butyldiphenylsilyl)oxy)methyl)cyclopropane